O1CCOC12[C@H](CCC2)C=2SC(=CN2)C=2C(=C(C=CC2)NC2=CC(=NC=C2C(=O)N)NC(=O)C2CC2)OC (S)-4-((3-(2-(1,4-dioxaspiro[4.4]nonan-6-yl)thiazol-5-yl)-2-methoxyphenyl)amino)-6-(cyclopropanecarboxamido)nicotinamide